ClC=1C=NN2C1C(=CC(=C2)C=2N=NN(C2C)C2CCNCC2)OC(CO)C2=NC=C(C=C2)F 2-[3-Chloro-6-[5-methyl-1-(4-piperidyl)triazol-4-yl]pyrazolo[1,5-a]pyridin-4-yl]oxy-2-(5-fluoro-2-pyridyl)ethanol